FC1=CC=C(C=C1)C1=C(C=2N(C(=N1)N)N=C(N2)CC2=NC(=CC=C2)C)C2=CC(=NC(=C2)C)C 7-(4-fluorophenyl)-2-((6-methylpyridin-2-yl)methyl)-8-(2,6-dimethylpyridin-4-yl)-[1,2,4]triazolo[1,5-c]pyrimidin-5-amine